BrC=1C=C(C=CC1)C(C(CCl)=O)(CCCOC(C)(C#C)C)C 3-(3-bromophenyl)-1-chloro-3-methyl-6-((2-methylbut-3-yn-2-yl)oxy)hexan-2-one